[(Z)-[amino(cyclopropyl)methylene]amino]4-[(1S)-1-(2,5,6-trimethylpyrimidin-4-yl)oxyethyl]benzoate N\C(\C1CC1)=N/C1=C(C(=O)[O-])C=CC(=C1)[C@H](C)OC1=NC(=NC(=C1C)C)C